Cl.NCC=1C=C2C(=CC(N(C2=CC1)CC)=O)C 6-(aminomethyl)-1-ethyl-4-methylquinolin-2(1H)-one hydrochloride salt